2-Chloro-8-(1,1,1-trifluoropropan-2-yl)imidazo[1,2-b]pyridazin ClC=1N=C2N(N=CC=C2C(C(F)(F)F)C)C1